(E)-N-(2-cyano-4-(8-(1,6-dimethyl-1H-benzo[d]imidazol-5-yl)imidazo[1,5-a]pyridine-3-carbonyl)phenyl)-4-(((1r,4r)-4-methoxycyclohexyl)amino)but-2-enamide C(#N)C1=C(C=CC(=C1)C(=O)C1=NC=C2N1C=CC=C2C2=CC1=C(N(C=N1)C)C=C2C)NC(\C=C\CNC2CCC(CC2)OC)=O